5-((4'-bromo-[1,1'-biphenyl]-4-yl)methoxy)-1H-1,2,3-triazole-4-carboxylic acid BrC1=CC=C(C=C1)C1=CC=C(C=C1)COC1=C(N=NN1)C(=O)O